FC(C=1C=C2C(=NC=NC2=C(C1)C(F)(F)F)N([C@@H](C)C1=NC=NN1C1=CC=C(C=N1)C(N)=S)C)(F)F 6-[5-[(1S)-1-[[6,8-bis(trifluoromethyl)quinazolin-4-yl]-methyl-amino]ethyl]-1,2,4-triazol-1-yl]pyridine-3-thiocarboxamide